FC1=C(CC2=NC3=C(N2CC2(CC2)CF)C=C(C=C3F)C(=O)O)C=C(C(=C1)C1=NC(=CC=C1)OCC=1SC(=NN1)OC)F 2-(2,5-difluoro-4-(6-((5-methoxy-1,3,4-thiadiazol-2-yl)methoxy)pyridin-2-yl)benzyl)-4-fluoro-1-((1-(fluoromethyl)cyclopropyl)methyl)-1H-benzo[d]imidazole-6-carboxylic acid